sodium 2,3-dihydroxypropanesulfonate OC(CS(=O)(=O)[O-])CO.[Na+]